O=C1N(C(C2=CC=CC=C12)=O)CCCCCCS(=O)(=O)N1CCC(CC1)NC(OC(C)(C)C)=O tert-butyl (1-((6-(1,3-dioxoisoindolin-2-yl)hexyl)sulfonyl)piperidin-4-yl)carbamate